FC1=C(OC=2N=CC(=NC2)C(C(=O)N)(C)N2CC(N(CC2)C(=O)C2CC=3N(CC2)N=CC3)(C)C)C=CC(=C1)F (5-(2,4-difluorophenoxy)pyrazin-2-yl)-2-(3,3-dimethyl-4-(4,5,6,7-tetrahydropyrazolo[1,5-a]pyridine-5-carbonyl)piperazin-1-yl)propanamide